C(#N)[C@H](C[C@H]1C(NCCC1)=O)NC(=O)[C@@H]1N(C[C@@H]2[C@H]1CC(C2)(F)F)C(=O)C=2NC1=CC=CC(=C1C2)F (1R,3aS,6aR)-N-((S)-1-cyano-2-((S)-2-oxopiperidin-3-yl)ethyl)-5,5-difluoro-2-(4-fluoro-1H-indole-2-carbonyl)octahydrocyclopenta[c]pyrrole-1-carboxamide